BrC1=NN=C(N1)CC 3-bromo-5-ethyl-4H-1,2,4-triazole